C(C)(C)(C)C=1C=CC=2N(C3=CC=C(C=C3C2C1)C(C)(C)C)C1=C(C#N)C(=C(C(=C1N1C2=CC=C(C=C2C=2C=C(C=CC12)C(C)(C)C)C(C)(C)C)C#N)N1C2=CC=C(C=C2C=2C=C(C=CC12)C(C)(C)C)C(C)(C)C)N1C2=CC=C(C=C2C=2C=C(C=CC12)C(C)(C)C)C(C)(C)C 2,3,5,6-tetrakis(3,6-di-tert-butyl-9H-carbazol-9-yl)terephthalonitrile